morpholone hydrochloride Cl.N1C(COCC1)=O